Cl.ClC=1C=C(O[C@@H]2CN(CC2)C2(CCOCC2)C(=O)NC2(CC2)C2=CC=C(C(=O)O)C=C2)C=CC1 4-[1-[[4-[(3S)-3-(3-Chlorophenoxy)pyrrolidin-1-yl]tetrahydropyran-4-carbonyl]amino]cyclopropyl]benzoic acid, hydrochloride